6-isopropoxy-2-(1-methyl-2-oxabicyclo[2.1.1]hex-4-yl)-2H-pyrazolo[3,4-b]pyridine-5-carboxylic acid methyl ester COC(=O)C1=CC=2C(N=C1OC(C)C)=NN(C2)C21COC(C2)(C1)C